2-({2-Chloro-5-cyano-3-[(2S)-2-methyl-4-(oxetan-3-yl)piperazin-1-yl]phenyl}amino)-4-(ethylamino)pyrazolo[1,5-a][1,3,5]triazine-8-carbonitrile ClC1=C(C=C(C=C1N1[C@H](CN(CC1)C1COC1)C)C#N)NC1=NC=2N(C(=N1)NCC)N=CC2C#N